FC(C(=O)[O-])(F)F.C1(=CC=CC=C1)C(C(=O)OC1CC2CCC(C1)[N+]21CCCC1)(OC(CC)OC(=O)OCCCCCCCCCCCCC)C1=CC=CC=C1 3-(2,2-Diphenyl-2-(1-(((tridecyloxy)carbonyl)oxy)propoxy)acetoxy)spiro[bicyclo[3.2.1]octane-8,1'-pyrrolidin]-8-ium trifluoroacetate